C(C=C)(=O)N1C[C@@H]2COC3=C(C(N2CC1)=O)C(=NC(=C3Cl)C3=C(C=CC=C3O)F)N3[C@@H](CN(CC3)C3COC3)C (6aR)-8-acryloyl-4-chloro-3-(2-fluoro-6-hydroxyphenyl)-1-((R)-2-methyl-4-(oxetan-3-yl)piperazin-1-yl)-6,6a,7,8,9,10-hexahydro-12H-pyrazino[2,1-c]pyrido[3,4-f][1,4]oxazepin-12-one